C(C)NC(=O)[C@H]1O[C@H]([C@@H]([C@@H]1O)O)N1C2=NC(=NC(=C2N=C1)NC)C1=CN(C=C1)C (2s,3s,4r,5r)-N-ethyl-3,4-dihydroxy-5-(2-(1-methyl-1H-pyrrol-3-yl)-6-(methylamino)-9H-purin-9-yl)tetrahydrofuran-2-carboxamide